(R)-1-((R)-1-(1-benzyl-5-(benzyloxy)-4-oxo-1,4-dihydropyridazine-3-carbonyl)pyrrolidin-2-yl)-2,2-diphenylethyl methanesulfonate CS(=O)(=O)O[C@H](C(C1=CC=CC=C1)C1=CC=CC=C1)[C@@H]1N(CCC1)C(=O)C1=NN(C=C(C1=O)OCC1=CC=CC=C1)CC1=CC=CC=C1